(benzotriazol-1-yloxy)tris(pyrrolidin-1-yl)phosphonium hexafluorophosphate F[P-](F)(F)(F)(F)F.N1(N=NC2=C1C=CC=C2)O[P+](N2CCCC2)(N2CCCC2)N2CCCC2